terephthaloyl-bis(N-nitrosomethyl-amide) C(C1=CC=C(C(=O)[N-]CN=O)C=C1)(=O)[N-]CN=O